C(C)(=O)C1=NN(C2=C(C=C(C=C12)C=1C=NC(=NC1)C)C(F)(F)F)CC(=O)N1[C@@H]2C[C@@]2(C[C@H]1C(=O)NC1=NC(=CC=C1C)Br)C (1R,3S,5R)-2-(2-(3-acetyl-5-(2-methylpyrimidin-5-yl)-7-(trifluoromethyl)-1H-indazol-1-yl)acetyl)-N-(6-bromo-3-methylpyridin-2-yl)-5-methyl-2-azabicyclo[3.1.0]hexane-3-carboxamide